OC1=CC(N(C=C1)C1CCN(CC1)C(=O)OC(C)(C)C)=O tert-butyl 4-(4-hydroxy-2-oxopyridin-1(2H)-yl)piperidine-1-carboxylate